(tert-Butyl) 5-ethyl 2-(5-bromo-1-methyl-1H-indazol-3-yl)-2-cyanopentanedioate BrC=1C=C2C(=NN(C2=CC1)C)C(C(=O)OC(C)(C)C)(CCC(=O)OCC)C#N